C(C=C)(=O)N1C[C@@H](N(C[C@H]1C)C=1C2=C(N(C(N1)=O)C=1C(=NC=NC1C(C)C)C(C)C)N=C(C(=C2)F)C2=C(C=CC=C2O)F)C 4-((2S,5R)-4-acryloyl-2,5-dimethylpiperazin-1-yl)-1-(4,6-diisopropylpyrimidin-5-yl)-6-fluoro-7-(2-fluoro-6-hydroxyphenyl)pyrido[2,3-d]Pyrimidin-2(1H)-one